dihydro-1,2,4-triazole N1NCN=C1